2-(1-(3-chlorophenyl)-1H-pyrazol-4-yl)-N-(5-(2,2-difluorocyclopropyl)-1H-pyrazol-3-yl)propanamide ClC=1C=C(C=CC1)N1N=CC(=C1)C(C(=O)NC1=NNC(=C1)C1C(C1)(F)F)C